bis(4-hydroxy-3,5-dichlorophenyl)dimethylsilane OC1=C(C=C(C=C1Cl)[Si](C)(C)C1=CC(=C(C(=C1)Cl)O)Cl)Cl